FC1=C(C=C2CN(C(C2=C1)=O)C1C(NC(CC1)=O)=O)C1=CC(=C2C(=N1)NC=C2)CN2CCCC2 3-(6-fluoro-1-oxo-5-(4-(pyrrolidin-1-ylmethyl)-1H-pyrrolo[2,3-b]pyridin-6-yl)isoindolin-2-yl)piperidine-2,6-dione